OP(O)OP(O)O.C(CCCCCCCCCCCC)CCCC(C=1C=C(C(=CC1C)O)C(C)(C)C)C=1C=C(C(=CC1C)O)C(C)(C)C (tridecyl)-4,4'-butylidene-bis-(2-t-butyl-5-cresol) diphosphite